COC(N[C@H](C(=O)NC=1C(N(C=CC1)CC=1SC2=C(N1)C=C(C=C2OCC2=C(C=C(C=C2)F)F)F)=O)CC\C=C\C(=O)NC)=O Methyl-(S,E)-(1-((1-((7-((2,4-difluorobenzyl)oxy)-5-fluorobenzo[d]thiazol-2-yl)methyl)-2-oxo-1,2-dihydropyridin-3-yl)amino)-7-(methylamino)-1,7-dioxohept-5-en-2-yl)carbamat